C(=O)O.NC(C(=O)N1C(C=2NC3=CC=C(C=C3C2CC1)Cl)CO)C1=CC(=C(C=C1)Cl)Cl 2-Amino-1-(6-chloro-1-(hydroxymethyl)-1,3,4,9-tetrahydro-2H-pyrido[3,4-b]indol-2-yl)-2-(3,4-dichlorophenyl)ethan-1-one formate